C(NC(=O)C=1N=NC(=CC1NC1=NC=CC=C1S(=O)(=O)C)NC1=NC=C(C=C1)C1(OCCCO1)C)([2H])([2H])[2H] N-(methyl-d3)-6-((5-(2-methyl-1,3-dioxan-2-yl)pyridin-2-yl)amino)-4-((3-(methylsulfonyl)pyridin-2-yl)amino)pyridazine-3-carboxamide